(6S)-6-[5-(trifluoromethyl)pyrazin-2-yl]oxy-2-azaspiro[3.4]octane FC(C=1N=CC(=NC1)O[C@@H]1CC2(CNC2)CC1)(F)F